C1(CCCC1)OC(CC1=CC=CC=C1)=O 2-phenylethanoic acid cyclopentyl ester